CC1(OCCC(C1)S(=O)(=O)N)C dimethyltetrahydro-2H-pyran-4-sulfonamide